C(C)(C)(C)OP(=O)(OC(C)(C)C)OC=1C=C(C=C(C1C(C)(CCO)C)C)CC(=O)OC(C)(C)C tert-butyl 2-(3-((di-tert-butoxyphosphoryl)oxy)-4-(4-hydroxy-2-methylbutan-2-yl)-5-methylphenyl)acetate